N[C@@H]1CN(CC1)S(=O)(=O)NC(=O)C=1C(=NC(=CC1)C1=CC(=CC=C1)OC(F)(F)F)N1C(C[C@@H](C1)C)(C)C N-[(3S)-3-Aminopyrrolidin-1-yl]sulfonyl-6-[3-(trifluoromethoxy)phenyl]-2-[(4S)-2,2,4-trimethylpyrrolidin-1-yl]pyridin-3-carboxamid